2-THIOPHENEBUTANAL S1C(=CC=C1)CCCC=O